3-methyl-5-(2-methyl-1,3-dioxolan-2-yl)thiophene-2-carboxylic acid methyl ester COC(=O)C=1SC(=CC1C)C1(OCCO1)C